6-(4,4-difluorocyclohexyl)-2-(1-methyl-1H-imidazol-5-yl)-N-(6-(trifluoromethyl)pyridin-3-yl)pyrimidine-4-carboxamide FC1(CCC(CC1)C1=CC(=NC(=N1)C1=CN=CN1C)C(=O)NC=1C=NC(=CC1)C(F)(F)F)F